NC1(CC1)C1=CC=C(C=C1)C1=CC(=CC=C1OC)S(=O)(=O)N1CCC2(C[C@H](CO2)NC[C@@H](COC2=CC(=CC=C2)S(=O)(=O)CC)O)CC1 (S)-1-((R)-8-(4'-(1-aminocyclopropyl)-6-methoxybiphenyl-3-ylsulfonyl)-1-oxa-8-azaspiro[4.5]decan-3-ylamino)-3-(3-(ethylsulfonyl)phenoxy)propan-2-ol